S1C=NC2=C1C=CC(=C2)C2=NC(=NC=C2)NC2=CC(=CC=C2)C(F)(F)F 4-(benzo[d]thiazol-5-yl)-N-(3-(trifluoromethyl)phenyl)pyrimidin-2-amine